FC(N1OC=2C(CCC1C(=O)NC1=C3C(CC(C3=CC=C1)(C)C)CCC)CC=CC2)F 2-(difluoromethyl)-N-(1,1-dimethyl-3-propyl-indan-4-yl)-tetrahydrobenzoxazepine-3-carboxamide